CC=1C(=C(C=C(C1)C(F)(F)F)O)C=1C=NC=2C(N1)=NN(C2)C[C@H]2CN(CC2)C (R)-3-methyl-2-(2-((1-methylpyrrolidin-3-yl)methyl)-2H-pyrazolo[3,4-b]pyrazin-6-yl)-5-(trifluoromethyl)phenol